NC=1C(=C(NC1C)\C=C\1/C(NC2=CC=C(C=C12)C(=O)NC(C)(C)C1=CC=CC=C1)=O)C (Z)-3-((4-amino-3,5-dimethyl-1H-pyrrol-2-yl)methylene)-2-oxo-N-(2-phenylpropan-2-yl)indoline-5-carboxamide